C(=O)O.C(=O)O.CN(CCN(C1=CC=C(NC=2C(=NC(=C(N2)NC)C=2C3=C(C=NC2)N(C=N3)C)C(=O)N)C=C1)C)C 3-[4-[2-(dimethylamino)ethyl-methyl-amino]anilino]-5-(methylamino)-6-(3-methylimidazo[4,5-c]pyridin-7-yl)pyrazine-2-carboxamide diformate